4-cyano(dodecylthiothiocarbonyl)sulfanylpentanoic acid C(#N)C(CC(C(=O)O)SC(=S)SCCCCCCCCCCCC)C